OC1=C(C(=O)C2=CC=CC=C2)C=C(C(=C1)O)C(C1=CC=C(C=C1)Cl)=O 2,4-dihydroxy-5-(p-chlorobenzoyl)benzophenone